BrC=1SC=2C(N[C@H](CN3C2C1OC(C3)(F)F)CO)=O (R)-2-bromo-4,4-difluoro-7-(hydroxymethyl)-4,5,7,8-tetrahydro-3-oxa-1-thia-5a,8-diazabenzo[cd]azulen-9(6H)-one